ClC=1C=CC2=C(C[C@H](CC=3N2C(=NN3)[C@@H]3CC[C@H](CC3)OC3=NC=CC=C3)NC(=O)C3CC(C3)(F)F)C1 N-{(5R)-8-chloro-1-[trans-4-(pyridin-2-yloxy)cyclohexyl]-5,6-dihydro-4H-[1,2,4]triazolo[4,3-a][1]benzazepin-5-yl}-3,3-difluorocyclobutanecarboxamide